(2R,3S)-2-(3-(5-chloro-7-(pyridin-3-yl)-1H-benzo[d]imidazol-1-yl)propyl)piperidin-3-ol ClC1=CC2=C(N(C=N2)CCC[C@H]2NCCC[C@@H]2O)C(=C1)C=1C=NC=CC1